N-(3-bromo-5-methoxybenzyl)-2,2-dimethoxyethanamine BrC=1C=C(CNCC(OC)OC)C=C(C1)OC